IND-2-en C1C=CC2=CC=CC=C12